BrC1=C(SC2=C1N=CN=C2NC(C)C2=CC(=CC=C2)COCCCN(C)C(=O)OC(C)(C)C)C(=O)OC methyl 7-bromo-4-((1-(3-((3-((tert-butoxycarbonyl)(methyl)amino)propoxy)methyl)phenyl) ethyl)amino)thieno[3,2-d]pyrimidine-6-carboxylate